4-cyano-4-(dodecyl-sulfocarbonyl)-sulfoaminovaleric acid C(#N)C(CC(C(=O)O)NS(=O)(=O)O)(C)C(=O)S(=O)(=O)OCCCCCCCCCCCC